ClC=1C(=C(C=CC1)NC(=O)NC1=CC(=CC=C1)SC(F)(F)F)CO 1-(3-chloro-2-hydroxymethylphenyl)-3-(3-trifluoromethylsulphanylphenyl)urea